C(C)(=O)[O-].[Pt+2].C(CN)N.C(CN)N.C(C)(=O)[O-] di(ethylenediamine) platinum acetate